C(#C)C=1C(=CC=C2C=CC=C(C12)C1=C(C=2N=C(N=C(C2C=N1)O[C@H]1[C@H](NCC1)C)OC[C@]12CCCN2C[C@@H](C1)F)F)F 7-(8-ethynyl-7-fluoronaphthalen-1-yl)-8-fluoro-2-(((2R,7aS)-2-fluorotetrahydro-1H-pyrrolizin-7a(5H)-yl)methoxy)-4-(((2R,3R)-2-methylpyrrolidin-3-yl)oxy)pyrido[4,3-d]pyrimidine